4-(3-((2R,6R)-1-acetyl-6-methylpiperazin-2-yl)-5-chloro-2-fluorophenyl)-N-methylpicolinamide C(C)(=O)N1[C@@H](CNC[C@H]1C)C=1C(=C(C=C(C1)Cl)C1=CC(=NC=C1)C(=O)NC)F